C(C)(C)(C)OC(=O)C1=C(N=C(S1)N(C(=O)N1C[C@H](CC1)NC1=NC=CC2=CC=C(C=C12)C1=NOC(=N1)C)C)C 4-methyl-2-[methyl-[(3S)-3-[[7-(5-methyl-1,2,4-oxadiazol-3-yl)-1-isoquinolinyl]amino]pyrrolidine-1-carbonyl]amino]thiazole-5-carboxylic acid tert-butyl ester